FC=1C=C(C2=C(OCCO2)C1)NC1=NC=2N(C(=C1)NC)N=CC2C(=O)NN2CCCC2 5-((7-Fluoro-2,3-dihydrobenzo[b][1,4]dioxin-5-yl)amino)-7-(methylamino)-N-(pyrrolidin-1-yl)pyrazolo[1,5-a]pyrimidine-3-carboxamide